FC(OC=1C(=C(C=C(C1)CC(C)C)N1CC(N(CC1)CC=1N=NC=CC1)C)C=1N=NNN1)F 3-((4-(3-(difluoromethoxy)-5-isobutyl-2-(2H-tetrazol-5-yl)phenyl)-2-methylpiperazin-1-yl)methyl)pyridazine